COC1=C(CN(C(=O)C2C[C@H](NC([C@@H](NC(C(CCCC/C=C/C2)CCC)=O)CC(C)C)=O)C(=O)OCC)C)C=CC(=C1)OC Ethyl (2S,5S,E)-7-((2,4-dimethoxybenzyl)(methyl)carbamoyl)-2-isobutyl-3,16-dioxo-15-propyl-1,4-diazacyclohexadec-9-ene-5-carboxylate